(R)-alpha-fluoro-4-fluorophenylethanol F[C@@](C)(O)C1=CC=C(C=C1)F